C(C=C)N1N(C2=NC(=NC=C2C1=O)NC1=CC(=C(C=C1)N1CCN(CC1)C)CCO)C1=NC(=CC(=C1)O)C(C)(C)O 2-allyl-1-(4-hydroxy-6-(2-hydroxypropan-2-yl)pyridin-2-yl)-6-((3-(2-hydroxyethyl)-4-(4-methylpiperazin-1-yl)phenyl)amino)-1,2-dihydro-3H-pyrazolo[3,4-d]pyrimidin-3-one